N,N-dimethyl-7-((3-methylthiophen-2-yl)sulfonyl)-7-azaspiro[3.5]nonan-2-amine CN(C1CC2(C1)CCN(CC2)S(=O)(=O)C=2SC=CC2C)C